[I-].CN(C=1C=C2C=CC(=CC2=CC1)/C=C/C=C/C1=[N+](C=CC=C1)C)C 2-((1E,3E)-4-(6-(dimethylamino)naphthalen-2-yl)but-1,3-dien-1-yl)-1-methylpyridin-1-ium iodide